(6S)-6-tert-butyl-N-[(1R)-1-[4-(6-oxo-1H-pyridin-3-yl)phenyl]-3-[3-(2H-tetrazol-5-yl)pyrrolidin-1-ium-1-yl]propyl]-5,6,7,8-tetrahydrothieno[2,3-b]quinoline-2-carboxamide C(C)(C)(C)[C@@H]1CC=2C=C3C(=NC2CC1)SC(=C3)C(=O)N[C@H](CC[NH+]3CC(CC3)C=3N=NNN3)C3=CC=C(C=C3)C3=CNC(C=C3)=O